N1N=CC(=C1)CCO 2-(1H-pyrazol-4-yl)ethanol